Tris(prop-2-enyl) benzene-1,3,5-tricarboxylate C1(=CC(=CC(=C1)C(=O)OCC=C)C(=O)OCC=C)C(=O)OCC=C